C(C)(C)(C)OC(CCN1C(CNC(C1)=O)=O)=O.FC1=CC=C(OC2=C(C(=O)NC=3CC(C=CC3)=S(=O)=O)C=C(C=C2)C(F)(F)F)C=C1 2-(4-fluorophenoxy)-N-(3-sulfonylphenyl)-5-(trifluoromethyl)benzamide tert-butyl-3-(2,5-dioxopiperazin-1-yl)propanoate